CN([C@@H]1CCCC[C@H]1N2CCCC2)C(=O)CC3=CC(=C(C=C3)Cl)Cl The molecule is a monocarboxylic acid amide obtained by formal condensation between the carboxy group of 3,4-dichlorophenylacetic acid and the secondary amino group of (1R,2R)-N-methyl-2-(pyrrolidin-1-yl)cyclohexanamine It has a role as a kappa-opioid receptor agonist, a diuretic, an analgesic, an antitussive and a calcium channel blocker. It is a N-alkylpyrrolidine, a monocarboxylic acid amide and a dichlorobenzene.